2-(2,6-dioxopiperidin-3-yl)-isoindole-1,3-dione O=C1NC(CCC1N1C(C2=CC=CC=C2C1=O)=O)=O